C(C)O[Si](CCCNCCNCCC[Si](OCC)(OCC)OCC)(OCC)OCC N,N'-bis[3-(triethoxysilyl)propyl]ethane-1,2-diamine